O1C2C(CC1)CCC2OS(=O)(=O)C2=CC=C(C=C2)C 4-methylbenzenesulfonic acid cis-hexahydro-2H-cyclopenta[b]furan-6-yl ester